C(C)(C)(C)OC(=O)NCCN(C=1C=C2C(=CC=NC2=CC1)C(=O)NCC(=O)[O-])C.[Li+].COC1=NC=CN=C1CC(C)C 2-methoxy-3-(2-methylpropyl)pyrazine lithium (6-((2-((tert-butoxycarbonyl)amino)ethyl)(methyl)amino)quinoline-4-carbonyl)glycinate